N1=CC=CC2=CC(=CC=C12)C=1C=CN2N=C(N=CC21)N[C@H]2CC[C@H](CC2)O cis-4-((5-(Quinolin-6-yl)pyrrolo[2,1-f][1,2,4]triazin-2-yl)amino)cyclohexan-1-ol